Phenalenon C1(C=CC2=CC=CC3=CC=CC1=C23)=O